NC1=NC(=CC(=N1)N[C@@H](C)C1=CC=C(C(=O)O\N=C(\C2CC2)/N)C=C1)C [(Z)-[amino(cyclopropyl)methylene] amino] 4-[(1S)-1-[(2-amino-6-methyl-pyrimidin-4-yl)amino]ethyl]benzoate